5-amino-2,3-difluorobenzonitrile NC=1C=C(C(=C(C#N)C1)F)F